COC([C@@H]1N(C[C@@H](C1)O)C(=O)OC(C)(C)C)=O (2R,4R)-N-Boc-cis-4-hydroxy-L-proline methyl ester